(2R,3S,4S)-2-{[4-(1,1-difluoroethyl)phenyl]methyl}-4-hydroxypyrrolidin-3-yl N-{2-[(2S)-pyrrolidin-2-yl]ethyl}carbamate N1[C@@H](CCC1)CCNC(O[C@H]1[C@H](NC[C@@H]1O)CC1=CC=C(C=C1)C(C)(F)F)=O